3-iodobicyclo[1.1.1]pentane IC12CC(C1)C2